7-benzyl-4-(2,4-difluorobenzyl)-6,7,8,9-tetrahydroimidazo[1,2-a]pyrido[3,4-e]pyrimidine-5(4H)-one C(C1=CC=CC=C1)N1CC=2C(N(C=3N(C2CC1)C=CN3)CC3=C(C=C(C=C3)F)F)=O